CC1=NN(C(C1=NNC=1C(=C(C=CC1)C1=CC(=CC=C1)C(=O)O)O)=O)C1=C(C=C(C=C1)Cl)Cl 3'-{N'-[3-methyl-5-oxo-1-(2,4-dichlorophenyl)-1,5-dihydropyrazol-4-ylidene]hydrazino}-2'-hydroxybiphenyl-3-carboxylic acid